C(CC)C=1C(=C(C=CC1)O)Br n-propyl-bromophenol